2-((2-(6-chloro-7-fluoro-2,3-dihydro-4H-benzo[b][1,4]oxazin-4-yl)-2-oxoethyl)amino)-6-methyl-4-(trifluoromethyl)nicotinonitrile ClC1=CC2=C(OCCN2C(CNC2=C(C#N)C(=CC(=N2)C)C(F)(F)F)=O)C=C1F